4',5'-dihydro-3'H-spiro[cyclobutane-1,2'-pyrido[2,3-f][1,4]oxazepin]-7'-ol, dihydrochloride Cl.Cl.O1C2(CNCC3=C1C=CC(=N3)O)CCC2